5-glucosylmethyl-cytosine C1([C@H](O)[C@@H](O)[C@H](O)[C@H](O1)CO)CC=1C(=NC(NC1)=O)N